tert-butyl 4-chlorocarbonyloxypiperidine-1-carboxylate ClC(=O)OC1CCN(CC1)C(=O)OC(C)(C)C